5-amino-N,2-dimethyl-6-morpholino-2,3-dihydrobenzofuran-2-carboxamide NC=1C(=CC2=C(CC(O2)(C(=O)NC)C)C1)N1CCOCC1